NC=1C2=C(N=CN1)N(C=C2C2=CC=C(C=C2)NC(=O)C2=NN(C=C(C2=O)C2=NC=C(C=C2)Cl)C(C)C)C2CCOCC2 N-(4-(4-Amino-7-(tetrahydro-2H-pyran-4-yl)-7H-pyrrolo[2,3-d]pyrimidin-5-yl)phenyl)-5-(5-Chloropyridin-2-yl)-1-isopropyl-4-oxo-1,4-dihydropyridazine-3-carboxamide